C(C)[N+]1=C(C(C2=CC=CC=C12)(C)C)\C=C\C=C\C=C/1\N(C2=CC=CC=C2C1(C)C)CCCCCC(=O)NCCS 1-ethyl-2-((1e,3e,5e)-5-(1-(6-((2-mercaptoethyl)amino)-6-oxohexyl)-3,3-dimethylindol-2-ylidene)penta-1,3-dien-1-yl)-3,3-dimethyl-3H-indol-1-ium